5-chloro-4-fluoro-10,11-dimethyl-2-(methylthio)-8,9,10,11-tetrahydro-7-oxa-1,3,6,11-tetraazacycloocta[de]naphthalene ClC1=C(C=2N=C(N=C3C2C(=N1)OCCC(N3C)C)SC)F